2-(((1R)-1-(3,7-dimethyl-4-oxo-2-(3-phenylpyrrolidin-1-yl)-4H-pyrido[1,2-a]pyrimidin-9-yl)ethyl)amino)benzoic acid CC1=C(N=C2N(C1=O)C=C(C=C2[C@@H](C)NC2=C(C(=O)O)C=CC=C2)C)N2CC(CC2)C2=CC=CC=C2